2-(((1r,3r)-3-amino-3-methylcyclobutyl)amino)-8-(tert-butylamino)pyrido[3,4-d]pyrimidine NC1(CC(C1)NC=1N=CC2=C(N1)C(=NC=C2)NC(C)(C)C)C